N-(4,6-dimethoxy-5-methylpyrimidin-2-yl)-1,8-dihydropyrrolo[3,2-g]indole-3-sulfonamide COC1=NC(=NC(=C1C)OC)NS(=O)(=O)C1=CNC2=C1C=CC=1C=CNC21